[Zn].Cl.NCCOC1=C(C=C(C=C1)\C=C\C(CC(\C=C\C1=CC(=C(C=C1)OCCN)OC)=O)=O)OC (1E,6E)-1,7-bis(4-(2-aminoethoxy)-3-methoxyphenyl)hepta-1,6-diene-3,5-dione hydrochloride zinc